C1(CCCC1)=C[C@@H]1N(C(OC1)(C)C)C(C[N+]#N)=O (S)-2-(4-(Cyclopentylidenemethyl)-2,2-dimethyloxazolidin-3-yl)-2-oxoethane-1-diazonium